N-(3-(1H-imidazol-1-yl)propyl)-5-(pyridin-2-yl)isoxazole-3-carboxamide N1(C=NC=C1)CCCNC(=O)C1=NOC(=C1)C1=NC=CC=C1